(S)-1-(1-(3-chlorophenyl)-2-hydroxyethyl)-3-(1-(5-methyl-2-(pyridin-3-yl-amino)pyrimidin-4-yl)-1H-pyrazol-4-yl)urea ClC=1C=C(C=CC1)[C@@H](CO)NC(=O)NC=1C=NN(C1)C1=NC(=NC=C1C)NC=1C=NC=CC1